C(C)(C)(C)O[Si](OC(C)=O)(OC(C)=O)OC(C)(C)C di-tertbutoxydiacetoxysilane